4-(4-methylpiperazin-1-yl)piperidine-1-carboxamide CN1CCN(CC1)C1CCN(CC1)C(=O)N